ClC=1C=C2C(=NC=NC2=C(C1C=1C(=C(C=C2C=NNC12)C)C)F)N1CCN(CC1)C(C=C)=O 1-(4-(6-chloro-7-(5,6-dimethyl-1H-indazol-7-yl)-8-fluoro-quinazolin-4-yl)piperazin-1-yl)prop-2-en-1-one